Cl.Cl.ClC=1C(=NC2=CC=C(C=C2C1)N1C(=NC=C1)CN)N1CCNCC1 [1-(3-chloro-2-piperazin-1-yl-6-quinolinyl)imidazol-2-yl]methylamine dihydrochloride